C(C=C)(=O)OCC[N+](CCC(C)C)(CCOC(C=C)=O)CCOC(C=C)=O (tris(2-acryloyloxyethyl))isopentylammonium